BrC=1C=C2C(N(C(=NN2C1)CO)C)=O 6-bromo-2-(hydroxymethyl)-3-methylpyrrolo[2,1-f][1,2,4]triazin-4(3H)-one